Biphenyl-4-yl-Biphenyl-2-yl-(7,9-Diphenyl-9-p-tolyl-9H-fluoren-2-yl)-amine C1(=CC=C(C=C1)N(C1=CC=2C(C3=CC(=CC=C3C2C=C1)C1=CC=CC=C1)(C1=CC=C(C=C1)C)C1=CC=CC=C1)C1=C(C=CC=C1)C1=CC=CC=C1)C1=CC=CC=C1